NCCS(=O)(=O)O.CCCCCCCCCCCCCCCCCCC[Na] methyl-stearyl-sodium taurate